NC=1C(=C(C=CC1F)C(CNC(C)(C)C)O)F 1-(3-amino-2,4-difluorophenyl)-2-(tert-butylamino)-1-ethanol